FC1(C(C1)N1N=CC(=C1)C#C)F 1-(2,2-difluorocyclopropyl)-4-ethynyl-1H-pyrazole